N-(2-(3,3-Difluoropyrrolidin-1-yl)-6-methylpyrimidin-4-yl)-4-((2-hydroxyethyl)sulfonamido)-2-(6-azaspiro[2.5]octan-6-yl)benzamide FC1(CN(CC1)C1=NC(=CC(=N1)NC(C1=C(C=C(C=C1)NS(=O)(=O)CCO)N1CCC2(CC2)CC1)=O)C)F